(S)-1-((methoxycarbonyl)-L-valinyl)-5-oxopyrrolidine-2-carboxylic acid ethyl ester C(C)OC(=O)[C@H]1N(C(CC1)=O)C([C@@H](NC(=O)OC)C(C)C)=O